C(CCC)S(=O)(=O)OC1=CC=C(C=C1)NC(NC1=CC=C(C=C1)OS(=O)(=O)CCCC)=O bis-[4-(butanesulfonyloxy)phenyl]urea